NCCCC(CCC)(N)N amino-diaminoheptane